2,2'-Dithiodiacetic acid C(CSSCC(=O)O)(=O)O